4-((3-((tert-butoxycarbonyl)amino)propyl)thio)-2,3,5,6-tetrafluorobenzoic acid C(C)(C)(C)OC(=O)NCCCSC1=C(C(=C(C(=O)O)C(=C1F)F)F)F